C(C1=CC=CC=C1)OC1=C2C=NNC2=CC=C1 4-(benzyloxy)-1H-indazole